ClC=1C(=NC=CC1)N1N=C(C=C1C1=NC2=C(C(O1)=O)C1=C(C=C2C)C=NN1)C(F)(F)F 7-[2-(3-chloro-2-pyridinyl)-5-(trifluoromethyl)pyrazol-3-yl]-5-methyl-1H-pyrazolo[3,4-f][3,1]benzoxazin-9-one